C(C)(C)(C)OC(CO[C@@H]1CC[C@@H](CC1)NC1=NC(=C(N=C1)C1=CC=CC=C1)C1=CC=CC=C1)=O cis-2-((4-(5,6-diphenylpyrazin-2-yl)aminocyclohexyl)oxy)acetic acid tert-butyl ester